5-cyclopropyl-4-(((1-(1-(3-chloro-5-fluorophenyl)propyl)-4-fluoropiperidin-4-yl)methoxy)methyl)-2-fluoro-N-(methylsulfonyl)benzamide C1(CC1)C=1C(=CC(=C(C(=O)NS(=O)(=O)C)C1)F)COCC1(CCN(CC1)C(CC)C1=CC(=CC(=C1)F)Cl)F